6-fluoro-2-(methylsulfonyl)phenylboronic acid FC1=CC=CC(=C1B(O)O)S(=O)(=O)C